ClC1=CC=C2NC=C(CCN)C2=C1 5-ChloroTryptamine